C12(CC1)CN1CCC3(C1=C2)CC3 (R)-dihydro-5'H-dispiro[cyclopropane-1,1'-pyrrolizine-6',1''-cyclopropan]